(R)-3-(3-(6-chloropyridin-2-yl)isoxazol-5-yl)-4,4-difluoro-3-hydroxy-1-methylpyrrolidin-2-one ClC1=CC=CC(=N1)C1=NOC(=C1)[C@]1(C(N(CC1(F)F)C)=O)O